1-(Trifluoromethyl)-1,2-benzoiodoxol-1(1H)-on FC(I1(OCC2=C1C=CC=C2)=O)(F)F